2-trimethylsilylethyl N-[2-[2-[2-(3-methoxy-4-nitro-pyrazol-1-yl)ethoxy]ethoxy]ethyl]carbamate COC1=NN(C=C1[N+](=O)[O-])CCOCCOCCNC(OCC[Si](C)(C)C)=O